2-(2-Adamantyl)-N-[2-[methoxy(phenyl)methyl]-1H-benzimidazol-5-yl]acetamide tert-butyl-N-[2-(4,4-difluorocyclohexyl)-4-(2-fluorophenyl)-3-pyridyl]carbamate C(C)(C)(C)OC(NC=1C(=NC=CC1C1=C(C=CC=C1)F)C1CCC(CC1)(F)F)=O.C12C(C3CC(CC(C1)C3)C2)CC(=O)NC2=CC3=C(NC(=N3)C(C3=CC=CC=C3)OC)C=C2